FC(C(C(C(F)(F)F)(F)F)(F)F)(C1C2C=CC(C1)C2)F 5-(Perfluorobutyl)bicyclo[2.2.1]hept-2-ene